3,3,3-trifluoro-2-methylpropanamide FC(C(C(=O)N)C)(F)F